4-[4-[acetyl(isopropyl)amino]-3-methyl-phenyl]-N-(3-pyridylmethyl)benzamide C(C)(=O)N(C1=C(C=C(C=C1)C1=CC=C(C(=O)NCC=2C=NC=CC2)C=C1)C)C(C)C